FC1=CC(=C(C=N1)C1=CC=C2N=CC(=NC2=C1)NC)C 7-(6-fluoro-4-methylpyridin-3-yl)-N-methylquinoxalin-2-amine